8-(3-hydroxy-2,2-dimethylpropionyl)-3-(4-methoxy-5-(1H-pyrazol-4-yl)pyrimidin-2-yl)-1-(3-methoxybenzyl)-1,3,8-triazaspiro[4.5]decan-2-one OCC(C(=O)N1CCC2(CN(C(N2CC2=CC(=CC=C2)OC)=O)C2=NC=C(C(=N2)OC)C=2C=NNC2)CC1)(C)C